N[C@@H](CC(C)=C)C(=O)O 4,5-didehydroleucine